(R)-N-((S)-7-chloro-9-p-toluenesulfonyl-2,3,4,9-tetrahydro-1H-carbazol-4-yl)-2-methylpropan-2-sulfinamide ClC1=CC=C2C=3[C@H](CCCC3N(C2=C1)S(=O)(=O)C1=CC=C(C)C=C1)N[S@](=O)C(C)(C)C